C1(CC1)C1=C(C=CC=C1)C=1C=C2[C@@H](CC3(CN(CC3)C(=O)C3=NC=C(C=C3)F)C2=CC1)O ((3R)-5-(2-cyclopropylphenyl)-3-hydroxy-2,3-dihydrospiro[indene-1,3'-pyrrolidin]-1'-yl)(5-fluoropyridin-2-yl)methanone